6-chloroimidazo[2,1-b]thiazole-5-sulfonyl chloride ClC=1N=C2SC=CN2C1S(=O)(=O)Cl